3-chloro-6-[[4-chloro-2-(2-methoxypyridin-3-yl)-5-methylphenoxy]methyl]pyridazine ClC=1N=NC(=CC1)COC1=C(C=C(C(=C1)C)Cl)C=1C(=NC=CC1)OC